C(C)(C)N1C=NC=C1S(=O)(=O)Cl 3-isopropylimidazole-4-sulfonyl chloride